pyrazolo[4,3-e][1,2,4]triazolo[1,5-c]pyrimidine-5-amine N1=CNN2C(=NC=3C(=C21)C=NN3)N